[C@H]12OC[C@H](N(C1)C1CCN(CC1)C1=C(C=C(C(=C1)OC)NC1=NC=NC(=C1)N1OCC[C@@H]1C1=CC(=CC=C1)OC1=CC=CC=C1)NC(C=C)=O)C2 N-(2-(4-((1R,4R)-2-oxa-5-azabicyclo[2.2.1]heptan-5-yl)piperidin-1-yl)-4-methoxy-5-((6-((R)-3-(3-phenoxyphenyl)isoxazolidin-2-yl)pyrimidin-4-yl)amino)phenyl)acrylamide